C(C)C1=C(C=CC2=C1N=C(O2)NC2=C(C=CC=C2)OC)C(=O)O.COC2=C(C=CC=C2)NC=2OC1=C(N2)C=C(C=C1)C(=O)OCC ethyl 2-((2-methoxyphenyl)amino)benzo[d]oxazole-5-carboxylate (Ethyl 2-((2-methoxyphenyl)amino)benzo[d]oxazole-5-carboxylate)